4-chloro-6-(6-methoxy-5-(trifluoromethyl)pyridin-3-yl)-5,6,7,8-tetrahydropyrido[4,3-d]pyrimidine ClC=1C2=C(N=CN1)CCN(C2)C=2C=NC(=C(C2)C(F)(F)F)OC